C(CC(C)C)C(C(=O)O)CCCC.C(CCCCCCC)(=O)OCCC(C)C 3-methylbutyl octanoate (isoamyl caproate)